BrC1=C2C(N(CC2=CC=C1C#N)C1C(NC(CC1)=O)=O)=O 4-bromo-2-(2,6-dioxopiperidin-3-yl)-3-oxoisoindoline-5-carbonitrile